C(C)OC(=O)C=1N=NNC1CC1=CC(=CC=C1)F 5-(3-fluoro-benzyl)-1H-1,2,3-triazole-4-carboxylic acid ethyl ester